disodium (ethylenedinitrilo)tetraacetic acid C(CN(CC(=O)O)CC(=O)O)N(CC(=O)O)CC(=O)O.[Na].[Na]